(R)-4-(6-((tetrahydrofuran-3-yl)carbamoyl)pyridin-3-yl)piperazine-1-carboxylic acid tert-butyl ester C(C)(C)(C)OC(=O)N1CCN(CC1)C=1C=NC(=CC1)C(N[C@H]1COCC1)=O